ClC=1C=C(C=CC1F)NC1=NC2=C(C=CC=C2C(=N1)N[C@H](C)C=1SC=CC1)C=1CCNCC1 (R)-N2-(3-chloro-4-fluorophenyl)-8-(1,2,3,6-tetrahydropyridin-4-yl)-N4-(1-(thiophen-2-yl)ethyl)quinazoline-2,4-diamine